4-(5-(2,7-diazaspiro[3.5]nonan-2-yl)-1,3,4-thiadiazol-2-yl)-2-chloro-N,N-dimethyl-benzamide hydrochloride Cl.C1N(CC12CCNCC2)C2=NN=C(S2)C2=CC(=C(C(=O)N(C)C)C=C2)Cl